(3S)-N-((1R)-2-((3-fluoro-4-(trimethylsilyl)phenyl)amino)-1-(1-methyl-1H-indazol-5-yl)-2-oxoethyl)-5-oxopyrrolidine-3-carboxamide FC=1C=C(C=CC1[Si](C)(C)C)NC([C@@H](C=1C=C2C=NN(C2=CC1)C)NC(=O)[C@@H]1CNC(C1)=O)=O